[N-](S(=O)(=O)C(F)(F)F)S(=O)(=O)C(F)(F)F.C(CCCCC)N1C=[N+](C=C1)C 1-hexyl-3-methylimidazolium bistrifluoromethanesulfonimide salt